tert-butyl 4-((4-((2-((tert-butyldimethylsilyl)oxy)ethyl)amino)-5-methyl-7,8-dihydro-6H-cyclopenta[5,6]pyrido[2,3-d]pyrimidin-2-yl)amino)piperidine-1-carboxylate [Si](C)(C)(C(C)(C)C)OCCNC=1C2=C(N=C(N1)NC1CCN(CC1)C(=O)OC(C)(C)C)N=C1C(=C2C)CCC1